C(C=C)C#C Allyl-Vinylene